N-eicosylpyrrolidine hexafluorophosphate F[P-](F)(F)(F)(F)F.C(CCCCCCCCCCCCCCCCCCC)N1CCCC1